3-[2-aminoethoxy(dimethoxy)silyl]-1-propanamine NCCO[Si](CCCN)(OC)OC